C1(CCCCC1)CNC1=CC=C2C(=N1)CN(C2=O)CCNC(C)=O N-(2-(2-((cyclohexylmethyl)amino)-5-oxo-5,7-dihydro-6H-pyrrolo[3,4-b]pyridin-6-yl)ethyl)acetamide